CC1=C(C=CC(=C1)C)C1CC=2C=NN(C(C2CC1)=O)C=1C=NC=NC1 6-(2,4-Dimethylphenyl)-2-(pyrimidin-5-yl)-5,6,7,8-tetrahydrophthalazin-1(2H)-one